COC1=CC=C(C=C1)C#CC1=C(C=O)C=CC=C1 2-((4-methoxyphenyl)ethynyl)benzaldehyde